C(=O)(OCC1=CC=CC=C1)N[C@H](CO)C(=O)O N-Cbz-D-serine